C(C)(=O)C1=CC=C(C=C1)SC1=CC=C(C=C1)[S+](C1=CC=C(C=C1)SC1=CC=C(C=C1)C(C)=O)C1=CC=C(C=C1)SC1=CC=C(C=C1)C(C)=O tris[4-(4-acetylphenylthio)phenyl]sulfonium